(3-Ethyl-1-adamantyl)amine hydrochloride Cl.C(C)C12CC3(CC(CC(C1)C3)C2)N